O=C1NC(CC[C@@H]1N1C(C2=CC=C(C=C2C1)N1CCN(CC1)CC1CCN(CC1)C(=O)OCC1=CC=CC=C1)=O)=O benzyl (S)-4-((4-(2-(2,6-dioxopiperidin-3-yl)-1-oxoisoindolin-5-yl)piperazin-1-yl)methyl)piperidine-1-carboxylate